(3-(9-phenyl-1,10-phenanthrolin-2-yl)phenyl)boronic acid C1(=CC=CC=C1)C=1C=CC2=CC=C3C=CC(=NC3=C2N1)C=1C=C(C=CC1)B(O)O